methyl 4-((4-(3-bromophenyl)-1H-1,2,3-triazol-1-yl)methyl)-3-fluorobenzoate BrC=1C=C(C=CC1)C=1N=NN(C1)CC1=C(C=C(C(=O)OC)C=C1)F